C(C)(C)(C)OOC(C)(C)C1=CC(=CC=C1)C(C)(C)OOC(C)(C)C 1,3-bis(tert-butylperoxyisopropyl)-benzene